FC1=C(C=C(C=C1)F)C(CC#CC#CC=1C=CNC1)C=1C(N(C(=CC1)C#C)C)O 4-(6-(2,5-difluorophenyl)-6-(6-ethynyl-1-methyl-2-oxyl-1,2-dihydropyridin-3-yl)hex-1,3-Diyn-1-yl)-1H-pyrrole